OC1=C(C=CC(=C1C)OC)C1=NC(=NC(=N1)C1=C(C(=C(C=C1)OC)C)O)C1=C(C(=C(C=C1)OC)C)O 2,4,6-tris(2-hydroxy-3-methyl-4-methoxyphenyl)-1,3,5-triazine